N1(C=NC=C1)CCCNC(=O)C1=NN2C(N=C(C=C2N2CCCCC2)C2=CC=CC=C2)=C1 N-(3-(1H-Imidazol-1-yl)propyl)-5-phenyl-7-(piperidin-1-yl)pyrazolo[1,5-a]pyrimidine-2-carboxamide